4-[(4-{[(2S)-2-aminopropyl]amino}butyl)amino]-5-chloro-2-fluoro-N-1,2,4-thiadiazol-5-ylbenzenesulfonamide N[C@H](CNCCCCNC1=CC(=C(C=C1Cl)S(=O)(=O)NC1=NC=NS1)F)C